ClC=1C=C2CCNCC2=CC1NC1=NC=C(C(=N1)C1=CC2=C(C(N(CCS2(=O)=O)C)=O)S1)C(F)(F)F 7-(2-((6-chloro-1,2,3,4-tetrahydroisoquinolin-7-yl)amino)-5-(trifluoromethyl)pyrimidin-4-yl)-4-methyl-3,4-dihydrothieno[2,3-f][1,4]thiazepin-5(2H)-one 1,1-dioxide